C(C=C)C=1C(=C(C(=CC1)C(C)(C)C)O)C(C)(C)C allyl-2,6-di-tert-butylphenol